2-(1,1-difluoroethyl)-5-methyl-N-[4-(pentafluoro-lambda6-sulfanyl)phenyl]-[1,2,4]triazolo[1,5-a]pyrimidin-7-amine FC(C)(F)C1=NN2C(N=C(C=C2NC2=CC=C(C=C2)S(F)(F)(F)(F)F)C)=N1